FC1(CC2(C1)C[C@H](N(CC2)CC2=C1C=CN(C1=C(C=C2[C@@H]2C(C2)(F)F)C)C(=O)OC(C)(C)C)C2=CC=C(C=C2)C(=O)OC)F tert-butyl 4-(((S)-2,2-difluoro-6-(4-(methoxycarbonyl)phenyl)-7-azaspiro[3.5]nonan-7-yl)methyl)-5-((R)-2,2-difluorocyclopropyl)-7-methyl-1H-indole-1-carboxylate